4-{2-[3-(2,4-difluorophenyl)-1,2,4-oxadiazol-5-yl]-2-methylcyclopropyl}benzenesulfonamide FC1=C(C=CC(=C1)F)C1=NOC(=N1)C1(C(C1)C1=CC=C(C=C1)S(=O)(=O)N)C